Cl.NC[C@@H]1N(C[C@@H](C1)C1=CC(=C(C=C1)OC(F)F)OC(C)C)C(C)=O ((2R,4S)-2-(aminomethyl)-4-(4-(difluoromethoxy)-3-isopropoxyphenyl)pyrrolidin-1-yl)ethanone hydrochloride